tert-butyl (8-methyl-5-(4-methyl-6-propionylpyridin-3-yl)-8H-imidazo[4',5':3,4]benzo[1,2-d]thiazol-2-yl)carbamate CN1C=NC2=C1C1=C(N=C(S1)NC(OC(C)(C)C)=O)C=C2C=2C=NC(=CC2C)C(CC)=O